1-methoxy-3-methyl-1-[[4-[5-(trifluoro-methyl)-1,2,4-oxadiazol-3-yl]phenyl]methyl]urea CON(C(=O)NC)CC1=CC=C(C=C1)C1=NOC(=N1)C(F)(F)F